F[C@@H]1[C@H]2CCC[C@@H](C[C@@H]1N(C)C=1N=NC(=CC1)C1=C(C=C(C=C1)N1N=CC=N1)O)N2C(=O)OC(C)(C)C tert-butyl (1R,2S,3S,5S)-2-fluoro-3-((6-(2-hydroxy-4-(2H-1,2,3-triazol-2-yl)phenyl)pyridazin-3-yl)(methyl)amino)-9-azabicyclo[3.3.1]nonane-9-carboxylate